L-4-hydroxybenzaldehyde OC1=CC=C(C=O)C=C1